C(=O)O.ClC=1C=C(C(=C(C1)O)C1=NC=2C(=NC=C(N2)OC)N1C)C 5-chloro-2-(5-methoxy-1-methyl-imidazo[4,5-b]pyrazin-2-yl)-3-methyl-phenol formate Salt